IC=1C(=NC(=CC1)C)OC 3-iodo-2-Methoxy-6-methylpyridine